4,4,5,5-tetramethyl-2-(7-methylnaphthalen-1-yl)-1,3,2-dioxaborolane CC1(OB(OC1(C)C)C1=CC=CC2=CC=C(C=C12)C)C